O=C([C@H](CCC)NC(OC(C)(C)C)=O)NCC1=CC=C(C=C1)C1=CC=C(C=C1)OC(F)(F)F (S)-tert-butyl (1-oxo-1-(((4'-(trifluoromethoxy)-[1,1'-biphenyl]-4-yl)methyl)amino)pentan-2-yl)carbamate